2-aminopropylcyclohexylamine NC(CNC1CCCCC1)C